C(C1=CC=CC=C1)N1CCN(CCCN(CC1)CC=1C(=C(C=C(C1)C)NC(C(CO)O)=O)O)CC=1C(=C(C=C(C1)C)NC(C(CO)O)=O)O N,N'-{(4-benzyl-1,4,7-triazecane-1,7-diyl)bis[methylene(2-hydroxy-5-methyl-3,1-phenylene)]}bis(2,3-dihydroxypropanamide)